FC(C(=O)O)(F)F.CN(C(=O)C1=NC2=CC=C(C=C2C=C1NC1=CC=C(C=C1)N1CCN(CC1)C)C(=O)N)C (N,N-dimethyl-3-((4-(4-methylpiperazin-1-yl)phenyl)amino)quinoline-2,6-dicarboxamide) trifluoroacetate